ClC=1C=NN(C1C1=NN2C(N(C(CC2)=O)CC2=CC=C(C=C2)C2=NC(=NN2CC)C(F)(F)F)=C1)C(C)C 2-(4-chloro-1-isopropyl-1H-pyrazol-5-yl)-4-(4-(1-ethyl-3-(trifluoromethyl)-1H-1,2,4-triazol-5-yl)benzyl)-6,7-dihydropyrazolo[1,5-a]pyrimidin-5(4H)-one